C(C)(C)(C)OC(=O)NCC1=CC(=C(C(=C1)C)NC(=O)C1=CC2=C(OCCC3=C2SC=C3)C=C1C=1C(=NC(=CC1)C(NC1(CCCCCC1)C)=O)C(=O)OC)C methyl 3-(9-((4-(((tert-butoxycarbonyl)amino)methyl)-2,6-dimethylphenyl)carbamoyl)-4,5-dihydrobenzo[b]thieno[2,3-d]oxepin-8-yl)-6-((1-methylcycloheptyl)carbamoyl)picolinate